(3-triethoxysilylpropyl)-t-butylcarbamate C(C)O[Si](CCCOC(NC(C)(C)C)=O)(OCC)OCC